ClC1=CC2=C(N(C(C(N=C2C2=CC=CC=C2)C(F)(F)F)=O)CC(=O)O)C=C1 2-(7-chloro-2-oxo-5-phenyl-3-(trifluoromethyl)-2,3-dihydro-1H-benzo[e][1,4]diazepin-1-yl)acetic acid